7-((S)-4-acryloyl-2-methylpiperazin-1-yl)-9-chloro-10-(5-chloro-2,4-difluorophenyl)-2H-[1,4]thiazino[2,3,4-ij]quinazolin-5(3H)-one C(C=C)(=O)N1C[C@@H](N(CC1)C1=NC(N2C3=C(C(=C(C=C13)Cl)C1=C(C=C(C(=C1)Cl)F)F)SCC2)=O)C